((2R,3S,4R,5R)-5-cyano-5-(4-(2-ethoxy-2-methylpropanamido)pyrrolo[2,1-f][1,2,4]triazin-7-yl)-3,4-dihydroxytetrahydrofuran-2-yl)methyl tetrahydrogen triphosphate O(P(O)(=O)OP(=O)(O)OP(=O)(O)O)C[C@H]1O[C@]([C@@H]([C@@H]1O)O)(C1=CC=C2C(=NC=NN21)NC(C(C)(C)OCC)=O)C#N